N-(4-(5-(3-(2-aminoethoxy)benzamido)-1-methyl-1H-pyrazol-3-yl)phenyl)-2-chlorobenzamide NCCOC=1C=C(C(=O)NC2=CC(=NN2C)C2=CC=C(C=C2)NC(C2=C(C=CC=C2)Cl)=O)C=CC1